CN1C(=NC(=C1)C(F)(F)F)C1=CC=C(COC2=C3N(C=NC3=NC(=N2)C2=C(C=CC=C2)C(F)(F)F)COCC[Si](C)(C)C)C=C1 6-(4-(1-methyl-4-(trifluoromethyl)-1H-imidazol-2-yl)benzyloxy)-2-(2-(trifluoromethyl)phenyl)-7-((2-(trimethylsilyl)ethoxy)methyl)-7H-purine